[Al+3].C(CC)P([O-])(=O)CCC.C(CC)P([O-])(=O)CCC.C(CC)P([O-])(=O)CCC dipropyl-phosphinic acid aluminum salt